5,8-di-hydroxy-anthracene-9,10-dione OC1=C2C(C=3C=CC=CC3C(C2=C(C=C1)O)=O)=O